benzyl-1-(7-(1-(4-chlorobenzyl)piperidin-3-yl)-2-methylpyrazolo[1,5-a]pyrimidin-3-yl)methylamine C(C1=CC=CC=C1)NCC=1C(=NN2C1N=CC=C2C2CN(CCC2)CC2=CC=C(C=C2)Cl)C